C(C)C=1C=CC(=C(C1)S(=O)(=O)NC1=NOC2=C1C(=CC(=C2)CN2N=CC=1CN(CCC12)C(=O)OC(C)(C)C)OC)OC tert-butyl 1-((3-((5-ethyl-2-methoxyphenyl) sulfonamido)-4-methoxybenzo[d]isoxazol-6-yl) methyl)-1,4,6,7-tetrahydro-5H-pyrazolo[4,3-c]pyridine-5-carboxylate